OCC=1C=C(C=NC1)C1=C(C=C(C(=O)N)C=C1)C 4-(5-(hydroxymethyl)pyridin-3-yl)-3-methylbenzamide